5-(2,4-Bis-benzyloxy-5-chloro-phenyl)-4-(4-morpholin-4-ylmethyl-phenyl)-isoxazole-3-carboxylic Acid Ethylamide C(C)NC(=O)C1=NOC(=C1C1=CC=C(C=C1)CN1CCOCC1)C1=C(C=C(C(=C1)Cl)OCC1=CC=CC=C1)OCC1=CC=CC=C1